(2S,3R,4R,5S)-2-(hydroxymethyl)-1-(2-methoxyphenylethyl)piperidine-3,4,5-triol OC[C@@H]1N(C[C@@H]([C@H]([C@@H]1O)O)O)CCC1=C(C=CC=C1)OC